N,N-bis(acryloyl)cystine C(C=C)(=O)N([C@@H](CSSC[C@@H](C(=O)O)N)C(=O)O)C(C=C)=O